2-p-ethylphenylhydrazine C(C)C1=CC=C(C=C1)NN